FC1(CCC(CC1)N1N=C(C=C1)C=1N=NN(C1)C1=C(C=C(C=C1)NS(=O)(=O)CCO)N1CCCCC1)F N-(4-(4-(1-(4,4-difluorocyclohexyl)-1H-pyrazol-3-yl)-1H-1,2,3-triazol-1-yl)-3-(piperidin-1-yl)phenyl)-2-hydroxyethane-1-sulfonamide